2-[1-[(2,3-difluorophenyl)methyl]-5-oxopyrrolidin-2-yl]-N-(2-hydroxyethyl)acetamide FC1=C(C=CC=C1F)CN1C(CCC1=O)CC(=O)NCCO